[C@H]12CN(C[C@H](CC1)N2)C=2C1=C(N=C(N2)OCC23CCCN3CCC2)CN(CC1)C1=C2C(CCC2=CC=C1)C1CC1 4-((1R,5S)-3,8-diazabicyclo[3.2.1]octan-3-yl)-7-(3-cyclopropyl-2,3-dihydro-1H-inden-4-yl)-2-((tetrahydro-1H-pyrrolizin-7a(5H)-yl)methoxy)-5,6,7,8-tetrahydropyrido[3,4-d]pyrimidine